Ethyl N-[2-(4-phenoxyphenoxy)ethyl]carbamate O(C1=CC=CC=C1)C1=CC=C(OCCNC(OCC)=O)C=C1